OC1(CN(C1)C1=C2C(=NC=C1)N(N=C2CNC(C=C)=O)C2=CC=C(C=C2)OC(F)(F)F)C N-((4-(3-hydroxy-3-methylazetidin-1-yl)-1-(4-(trifluoromethoxy)phenyl)-1H-pyrazolo[3,4-b]pyridin-3-yl)methyl)acrylamide